ClC1=NC=CC(=C1)C1(CCCC1)N(S(=O)C(C)(C)C)C N-(1-(2-chloropyridin-4-yl)cyclopentyl)-N,2-dimethylpropane-2-sulfinamide